2-(trifluoro-methoxy)-ethyl 4-methyl-benzene-sulfonate CC1=CC=C(C=C1)S(=O)(=O)OCCOC(F)(F)F